N-{2-[4-(4-Cyano-tetrahydropyran-4-yl)-anilino]-1-cyclooctyl-2-oxoethyl}-3-methyl-isoxazole-4-carboxamide C(#N)C1(CCOCC1)C1=CC=C(NC(C(C2CCCCCCC2)NC(=O)C=2C(=NOC2)C)=O)C=C1